C(C1=CC=CC=C1)OC(=O)N(C)[C@H](C(=O)O)C1=CC=CC=C1 (S)-(Benzyloxycarbonyl-methyl-amino)-phenyl-acetic acid